CC(C)C[N+](=NC(=C)C(=O)O)[O-] The molecule is an azoxy compound that is acrylic acid in which the olefinic hydrogen at position 2 has been replaced by an isobutyl-ONN-azoxy group. It has a role as a bacterial metabolite and an antimicrobial agent. It is an azoxy compound and an alpha,beta-unsaturated monocarboxylic acid. It derives from an acrylic acid.